1-bromo-3-isopropylbenzene BrC1=CC(=CC=C1)C(C)C